N[C@H](C(=O)NC1=CC=C(C=C1)C1=C(N(C(C=C1)=O)C)C)C(C1=CC=CC=C1)C1=CC=CC=C1 (S)-2-amino-N-(4-(1,2-dimethyl-6-oxo-1,6-dihydropyridin-3-yl)phenyl)-3,3-diphenylpropanamide